C(CC)C(C(=O)O)C(=O)O.C(CC(=O)O)(=O)OCC ethyl malonate propyl-malonate